BrC1COC2(CN(C2)C(=O)OC(C)(C)C)C1 tert-butyl 7-bromo-5-oxa-2-azaspiro[3.4]octane-2-carboxylate